(4-nitrophenyl) (S)-2-methylmorpholine-4-carboxylate C[C@H]1CN(CCO1)C(=O)OC1=CC=C(C=C1)[N+](=O)[O-]